ClC1=CC(=C(OCC2=NC=CC(=C2)OC2CCN(CC2)CC2=NC3=C(N2CCOC)C=C(C=C3F)C(=O)O)C=C1)F 2-{[4-({2-[(4-chloro-2-fluorophenoxy)methyl]pyridin-4-yl}oxy)piperidin-1-yl]methyl}-4-fluoro-1-(2-methoxyethyl)-1H-1,3-benzodiazole-6-carboxylic acid